C12CNCC(CC1)N2C=2SC1=C(N2)C=CC(=C1)S(=O)(=O)NC1CCC(CC1)(F)F 2-(3,8-diazabicyclo[3.2.1]octan-8-yl)-N-(4,4-difluorocyclohexyl)benzo[d]thiazole-6-sulfonamide